(5-(2-aminopyridin-4-yl)-7-(3,3-dimethylbut-1-yn-1-yl)-1H-indazol-3-yl)(tert-butoxycarbonyl)carbamic acid tert-butyl ester C(C)(C)(C)OC(N(C(=O)OC(C)(C)C)C1=NNC2=C(C=C(C=C12)C1=CC(=NC=C1)N)C#CC(C)(C)C)=O